COOC(C)(C)CCC t-hexyl methyl peroxide